3-Chloro-6'-(((1S,3S)-3-((3-(4-methoxybenzyl)-3H-imidazo[4,5-b]pyridin-2-yl)amino)cyclopentyl)amino)-2H-[1,3'-bipyridin]-2-one ClC=1C(N(C=CC1)C=1C=NC(=CC1)N[C@@H]1C[C@H](CC1)NC1=NC=2C(=NC=CC2)N1CC1=CC=C(C=C1)OC)=O